CCCCCCCCCCCCCCCCCCCCCCCCC(=O)N[C@@H](COP(=O)([O-])OCC[N+](C)(C)C)[C@@H](/C=C/CCCCCCCCCCCCC)O The molecule is a sphingomyelin d18:1 obtained by formal condensation of the carboxy group of pentacosanoic acid with the amino group of sphingosine. It is a sphingomyelin d18:1 and a sphingomyelin 43:1. It derives from a pentacosanoic acid.